CC=1C=C(\C=C/2\C(CCC2)=O)C=CC1 2-(E)-(3-methylbenzylidene)-1-cyclopentanone